C(C)(C)(C)O[C@H](C(=O)NC=1N=NNN1)C=1C(=C2C(=NC1C)N(C(=C2C)C)CC=2C=NN(C2)C)C2=CC=C(C=C2)Cl (S)-2-(tert-butoxy)-2-(4-(4-chlorophenyl)-2,3,6-trimethyl-1-((1-methyl-1H-pyrazole-4-yl)methyl)-1H-pyrrolo[2,3-b]pyridin-5-yl)-N-(2H-tetrazol-5-yl)acetamide